C(C)(=O)N1CCN(CC1)C(CN1N=CC(=C1)C1=NC2=C(C(=CC=C2N=C1)OC=1C=CC2=C(NC(=N2)C)C1)Cl)=O (4-Acetylpiperazin-1-yl)-2-(4-{8-chloro-7-[(2-methyl-1H-1,3-benzodiazol-6-yl)oxy]quinoxalin-2-yl}-1H-pyrazol-1-yl)ethan-1-one